NCCC[Si](OCC)(OCC)OCC 3-Amino-propyltriethoxysilan